C12=C(C(CC(C1(C)C)C2)[Si](OC)(OC)C)C pinenyl-methyldimethoxysilane